Hexyllaurat C(CCCCC)OC(CCCCCCCCCCC)=O